benzyl 4-(4-bromo-3-(tert-butoxycarbonyl)phenyl)-3,6-dihydropyridine-1(2H)-carboxylate BrC1=C(C=C(C=C1)C=1CCN(CC1)C(=O)OCC1=CC=CC=C1)C(=O)OC(C)(C)C